NC=1C=2N(C(=C(N1)C1=CC=C(C=C1)F)C=1C=CC=3N(C1)C(=CN3)C)C=C(N2)C(=O)NC23CC(C2)(C3)CNC(OC(C)C)=O Propan-2-yl N-({3-[8-amino-6-(4-fluorophenyl)-5-{3-methylimidazo[1,2-a]pyridin-6-yl}imidazo[1,2-a]pyrazine-2-amido]bicyclo[1.1.1]pentan-1-yl}methyl)carbamate